CC(C=O)(C(CCCC)=O)C 2,2-DIMETHYL-3-OXOHEPTANAL